N1=NC(=CC2=C1NCC1(N2)CNCCC1)C1=C(C=CC=C1)O 2-(7',8'-dihydro-5'H-spiro[piperidine-3,6'-pyrazino[2,3-c]pyridazin]-3'-yl)phenol